D-tyrosine-methyl ester hydrochloride Cl.COC([C@H](N)CC1=CC=C(C=C1)O)=O